(diisopropylphosphinyl)aminothiazoline chromium (III) chloride [Cl-].[Cr+3].C(C)(C)P(=O)(C(C)C)NC=1SCCN1.[Cl-].[Cl-]